C(C)[N+](\C=C\CO)(CC)[O-] (E)-N,N-diethyl-3-hydroxyprop-1-en-1-amine oxide